C(C1=CC=CC=C1)OC(C(=O)NNC(=O)C1=C(C=C(C(=N1)NC(C(=O)OCC)CCC=C)C(F)(F)F)[N+](=O)[O-])(CC=C)C(F)(F)F Ethyl 2-[[6-[[[2-benzyloxy-2-(trifluoromethyl)pent-4-enoyl]amino]carbamoyl]-5-nitro-3-(trifluoromethyl)-2-pyridyl]amino]hex-5-enoate